2-bromo-5-fluoroisonicotinic acid BrC=1C=C(C(=O)O)C(=CN1)F